CC([C@@H](C(N1CC2=CC=CC=C2CC1C(=O)N1C[C@H](CCC1)C1=CC=CC=C1)=O)NC(=O)C1=CC2=C(S1)C=CC(=C2)C(F)(F)P(O)(O)=O)(C)C ((2-(((2S)-3,3-dimethyl-1-oxo-1-(3-((R)-3-phenylpiperidine-1-carbonyl)-3,4-dihydroisoquinolin-2(1H)-yl)butan-2-yl)carbamoyl)benzo[b]thiophen-5-yl)difluoromethyl)phosphonic acid